C(=O)C1=C(OCC(=O)N2CC(CC2)OC=2C=C(C(=O)N(C)C)C=CC2)C(=CC(=C1)C1=C2C=NNC2=CC=C1)OC 3-((1-(2-(2-formyl-4-(1H-indazol-4-yl)-6-methoxyphenoxy)acetyl)pyrrolidin-3-yl)oxy)-N,N-dimethylbenzamide